FC=1C=C(C=C(C1)F)[C@@H]1CC=NN1C(=O)N1CC(C1)OC1=CC(=NC=C1F)C=1C(=C(NC1C)C(=O)OCC)C Ethyl (S)-4-(4-((1-(5-(3,5-difluorophenyl)-4,5-dihydro-1H-pyrazole-1-carbonyl)azetidin-3-yl)oxy)-5-fluoropyridin-2-yl)-3,5-dimethyl-1H-pyrrole-2-carboxylate